tert-butyl N-[1-[4-[4-[6-chloro-4-[difluoro(tetrahydropyran-4-yl)methyl]-2-pyridyl]piperazin-1-yl]sulfonylphenyl]-5-oxo-pyrrolidin-3-yl]carbamate ClC1=CC(=CC(=N1)N1CCN(CC1)S(=O)(=O)C1=CC=C(C=C1)N1CC(CC1=O)NC(OC(C)(C)C)=O)C(C1CCOCC1)(F)F